O1C=C(C2=C1C=CC=C2)CC(NS(=O)(=O)CCC2=CC=C(C=C2)[N+](=O)[O-])B(O)O 2-(benzofuran-3-yl)-1-((2-(4-nitrophenyl)ethyl)sulfonamido)ethylboronic acid